Tert-butyl ((S)-1-(((S)-3-(2-bromo-5-fluorophenyl)-1-(hex-5-en-1-yl(methyl)amino)-1-oxopropan-2-yl)(methyl)amino)-4-methyl-1-oxopentan-2-yl)carbamate BrC1=C(C=C(C=C1)F)C[C@@H](C(=O)N(C)CCCCC=C)N(C([C@H](CC(C)C)NC(OC(C)(C)C)=O)=O)C